tert-butyl-3,6-diazabicyclo[3.1.1]heptane-6-carboxylate C(C)(C)(C)OC(=O)N1C2CNCC1C2